BrC=1C=C(C2=C(N(C(=N2)COC)C(C)C)C1)F 6-bromo-4-fluoro-2-(methoxymethyl)-1-(propan-2-yl)-1H-benzimidazole